(3E)-3-[2-(dimethylamino)ethylidene]-1-(4-{[3-fluoro-4-(pyridin-3-yloxy)phenyl]amino}pyrido[3,2-d]pyrimidin-6-yl)pyrrolidin-2-one CN(C\C=C/1\C(N(CC1)C=1C=CC=2N=CN=C(C2N1)NC1=CC(=C(C=C1)OC=1C=NC=CC1)F)=O)C